C(C)(C)(C)OC(=O)N1C[C@@H](CC1)OC1=CC=C(C=C1)I (R)-3-(4-iodophenoxy)pyrrolidine-1-carboxylic acid tert-butyl ester